tert-butyl ((2S)-1-oxo-1-(4-(1-(2-oxo-2,3-dihydro-1H-benzo[d]imidazole-5-carboxamido)ethyl)piperidin-1-yl)propan-2-yl)carbamate O=C([C@H](C)NC(OC(C)(C)C)=O)N1CCC(CC1)C(C)NC(=O)C1=CC2=C(NC(N2)=O)C=C1